cyclopropyl-4-(3-(5-fluoropyridin-2-yl)-1-methyl-1H-pyrazol-4-yl)-1H-pyrazolo[3,4-b]pyridine C1(CC1)N1N=CC=2C1=NC=CC2C=2C(=NN(C2)C)C2=NC=C(C=C2)F